ClC1=C(C=CC=C1)C(C=O)=O 2-(2-chlorophenyl)-2-oxo-acetaldehyde